3-(methyl)acryloxypropylmethyldimethoxysilane CC=CC(=O)OCCC[Si](OC)(OC)C